N1=CC=C(C=C1)NC(=O)C1=NC=NC(=C1)C1=CC(=C(C=C1)Cl)Cl 6-(3,4-dichloro-phenyl)-pyrimidine-4-carboxylic acid pyridin-4-ylamide